C12CC(CC(CC1)O2)C=2N=C1N(C=C(C(=C1)OC)C(=O)NC1=NC(=CC=C1)OC)C2 2-(8-oxabicyclo[3.2.1]octan-3-yl)-7-methoxy-N-(6-methoxypyridin-2-yl)imidazo[1,2-a]pyridine-6-carboxamide